2-[(3-chloro-5-fluoro-pyridine-4-carbonyl)amino]-4-[2-(2,2-difluoroethoxy)ethyl-[4-(5,6,7,8-tetrahydro-1,8-naphthyridin-2-yl)butyl]amino]butanoic acid ClC=1C=NC=C(C1C(=O)NC(C(=O)O)CCN(CCCCC1=NC=2NCCCC2C=C1)CCOCC(F)F)F